8-((5-cyano-4-(cyclohexyl-amino)-7H-pyrrolo[2,3-d]pyrimidin-2-yl)amino)-N-(1-methylpiperidin-4-yl)-2,3-dihydrobenzo[b][1,4]dioxin-5-carboxamide C(#N)C1=CNC=2N=C(N=C(C21)NC2CCCCC2)NC2=CC=C(C1=C2OCCO1)C(=O)NC1CCN(CC1)C